C1(CCCCC1)C[C@H](C(=O)N1CC(C(CC1)(O)CN1C=NC(=CC1=O)C=1C=C(CNC(OC(C)(C)C)=O)C=CC1)(C)C)C tert-butyl (3-(1-((1-((R)-3-cyclohexyl-2-methylpropanoyl)-4-hydroxy-3,3-dimethylpiperidin-4-yl)methyl)-6-oxo-1,6-dihydropyrimidin-4-yl)benzyl)carbamate